4,4,4-Trifluoro-N-[(1S)-2-[[(7S)-5-(2-hydroxyethyl)-6-oxo-7H-pyrido[2,3-d][3]benzazepin-7-yl]amino]-1-methyl-2-oxo-ethyl]butanamide hydrate O.FC(CCC(=O)N[C@H](C(=O)N[C@@H]1C(N(C2=C(C3=C1C=CC=C3)C=CC=N2)CCO)=O)C)(F)F